(E)-1-(4-(3-bromopropyloxy)phenyl)-3-(2,6-dichlorophenyl)prop-2-en-1-one BrCCCOC1=CC=C(C=C1)C(\C=C\C1=C(C=CC=C1Cl)Cl)=O